1,2,3,5,6,7-hexahydro-s-indacene-4-carboxamide C1CCC=2C(=C3CCCC3=CC12)C(=O)N